COC=1C=C(C=CC1)S(=O)(=O)N(C)CCOC 3-methoxy-N-(2-methoxyethyl)-N-methylbenzene-1-sulfonamide